C1(=CC=CC=C1)C=1C2(C3=CC=CC=C3C1)CCC1(CC2)OCCO1 2''-phenyldispiro[[1,3]dioxolane-2,1'-cyclohexane-4',1''-indene]